(R,E)-(1-(4-((3-methoxybenzyl)amino)-4-oxobut-2-enamido)-2-phenylethyl)boric acid COC=1C=C(CNC(/C=C/C(=O)N[C@@H](CC2=CC=CC=C2)OB(O)O)=O)C=CC1